Methyl 4-(((trans-4-(4-methoxy-3-methylphenyl)cyclohexyl)methyl)(3-(2-methoxythiazol-5-yl)phenyl)carbamoyl)bicyclo[2.2.2]octane-1-carboxylate COC1=C(C=C(C=C1)[C@@H]1CC[C@H](CC1)CN(C(=O)C12CCC(CC1)(CC2)C(=O)OC)C2=CC(=CC=C2)C2=CN=C(S2)OC)C